COC1=CC=C(N=N1)N1C(C(=CC=C1)NC1=NC=2N(C(=C1)NC)N=CC2NC(=O)NC)=O 1-(5-((1-(6-methoxypyridazin-3-yl)-2-oxo-1,2-dihydropyridin-3-yl)amino)-7-(methylamino)pyrazolo[1,5-a]pyrimidin-3-yl)-3-methylurea